2-(4-(4-(difluoromethoxy)-3-fluorophenyl)-1H-imidazol-2-yl)piperidin-1-yl-2-(methylthio)propan-1-one FC(OC1=C(C=C(C=C1)C=1N=C(NC1)C1N(CCCC1)C(C(C)SC)=O)F)F